N-[(1S)-1-(dicyclopropylmethyl)-2-[[1-[(3-methyl-1H-pyrazol-5-yl)methyl]pyrazol-4-yl]amino]-2-oxo-ethyl]-2-isopropyl-pyrazole-3-carboxamide C1(CC1)C([C@@H](C(=O)NC=1C=NN(C1)CC1=CC(=NN1)C)NC(=O)C=1N(N=CC1)C(C)C)C1CC1